2,2'-((2-((cyanomethyl)(2-(3-(2-((cyanomethyl)(2-((cyanomethyl)amino)ethyl)amino)ethyl)-2-oxoimidazolidin-1-yl)ethyl)amino)ethyl)azanediyl)diacetonitrile C(#N)CN(CCN(CC#N)CC#N)CCN1C(N(CC1)CCN(CCNCC#N)CC#N)=O